4-(4-(4-(1-ethylpiperidin-4-yl)piperazin-1-yl)piperidin-1-yl)-3-((4-(hexadecyloxy)phenyl)sulfonyl)-6-methoxyquinoline C(C)N1CCC(CC1)N1CCN(CC1)C1CCN(CC1)C1=C(C=NC2=CC=C(C=C12)OC)S(=O)(=O)C1=CC=C(C=C1)OCCCCCCCCCCCCCCCC